C(C)=C(CCC=CCC(=O)OC)C(=O)OC Dimethyl 7-ethylideneoct-3-enedioate